ClC1=C(C(=O)N[C@H](C(=O)O)CC2=CC=C(C=C2)N2C(N(C3=C2C(=CC=C3)OC)C)=O)C(=CC=C1)F (S)-2-(2-chloro-6-fluorobenzoylamino)-3-(4-(7-methoxy-3-methyl-2-oxo-2,3-dihydro-1H-benzo[d]imidazol-1-yl)phenyl)propanoic acid